CN1C2CC3CC(CC1(C3)C)C2 4,5-dimethyl-4-aza-adamantane